8-amino-N-cyclopropyl-9-methylthieno[3,2-e][1,2,4]triazolo[4,3-b]pyridazine-7-carboxamide NC1=C(SC=2C1=C(C=1N(N2)C=NN1)C)C(=O)NC1CC1